ClC1=C(C=C2C(CCCCC2)=C1C(=O)O)C 2-chloro-3-methyl-6,7,8,9-tetrahydro-5H-benzo[7]annulene-1-carboxylic acid